1,3-dihydroxycyclohex-ane OC1CC(CCC1)O